2-(isopropylsulfinyl)-1-(4-(5-(trifluoromethyl)-1,2,4-oxadiazol-3-yl)phenyl)ethan-1-one C(C)(C)S(=O)CC(=O)C1=CC=C(C=C1)C1=NOC(=N1)C(F)(F)F